1-(2-bromoethoxy)-4-fluorobenzene BrCCOC1=CC=C(C=C1)F